(4-bromophenyl)-1-methyl-piperazin-2-one BrC1=CC=C(C=C1)C1C(N(CCN1)C)=O